FC1=CC=2C3=C(C(N(C3=C1)C1C(NC(CC1)=O)=O)=O)C=CC2 3-(7-fluoro-2-oxo-benzo[cd]indol-1-yl)piperidine-2,6-dione